3-[4-((2R,6S)-2,6-Dimethyl-morpholine-4-yl)-piperidine-1-yl]-5,5-dimethyl-11-oxo-6,11-dihydro-5H-pyrido[4,3-b]carbazole-8-carboxylic acid amide C[C@@H]1CN(C[C@@H](O1)C)C1CCN(CC1)C1=CC=2C(C=3NC=4C=C(C=CC4C3C(C2C=N1)=O)C(=O)N)(C)C